N[C@@H](CC(=O)OCC)C=1C=C(C=C(C1F)C)C1=C(C(=CC=C1O)C)C ethyl (3S)-3-amino-3-{4-fluoro-6'-hydroxy-2',3',5-trimethyl-[1,1'-biphenyl]-3-yl}propanoate